3-((3-chlorobenzyl)oxy)propionic acid ClC=1C=C(COCCC(=O)O)C=CC1